C(C(=C)C)(=O)CN1C2=CC=CC=C2C=2C=CC=CC12 N-methacryloylmethylcarbazole